N-[6-(1H-imidazol-1-yl)pyridin-3-yl]-7-thia-2,5-diazatricyclo[6.4.0.02,6]dodeca-1(12),3,5,8,10-pentaene-4-carboxamide N1(C=NC=C1)C1=CC=C(C=N1)NC(=O)C1=CN2C3=CC=CC=C3SC2=N1